C12(CC3CC(CC(C1)C3)C2)CN2CCNCC2 1-((adamantan-1-yl)methyl)piperazine